3-(1-cyanocyclopropyl)-N-[1-[3-[5-(difluoromethoxy)pyrimidin-2-yl]pyrazin-2-yl]ethyl]-5-(trifluoromethyl)benzamide C(#N)C1(CC1)C=1C=C(C(=O)NC(C)C2=NC=CN=C2C2=NC=C(C=N2)OC(F)F)C=C(C1)C(F)(F)F